4'-(5-benzyl-2,6-dioxo-1,2,3,6-tetrahydropyrimidin-4-yl)-2,6-difluoro-N,N-dimethyl-2',3',4',5'-tetrahydro-[1,1'-biphenyl]-4-sulfonamide C(C1=CC=CC=C1)C1=C(NC(NC1=O)=O)C1CCC(=CC1)C1=C(C=C(C=C1F)S(=O)(=O)N(C)C)F